O[C@H](C)[C@@]1(N(CCC1)C(=O)C1=CC(=C2N1CCC1=CC(=C(C=C21)C2=CC(N(C=C2)C)=O)OC)C=2SC=CC2)C 4-[3-[(2R)-2-[(1R)-1-hydroxyethyl]-2-methyl-pyrrolidine-1-carbonyl]-8-methoxy-1-(2-thienyl)-5,6-dihydropyrrolo[2,1-a]isoquinolin-9-yl]-1-methyl-pyridin-2-one